5-tert-butyl-2-methoxybenzene C(C)(C)(C)C=1C=CC(=CC1)OC